FC1=CC(=C(C(=C1)C(C)C)CC(=O)NS(=O)(=O)C=1SC(=CN1)CN(C)C)C(C)C 2-(4-fluoro-2,6-diisopropylphenyl)-N-(5-(dimethylaminomethyl)thiazol-2-ylsulfonyl)acetamide